COC(=O)C=1C(=NC2=CC=CC=C2C1OC)Cl 2-chloro-4-methoxyquinoline-3-carboxylic acid methyl ester